7-chloro-8-cyano-N-[6-(2,2-difluoroethoxy)-5-fluoro-2-methoxy-3-pyridyl]isoquinoline-4-sulfonamide ClC1=CC=C2C(=CN=CC2=C1C#N)S(=O)(=O)NC=1C(=NC(=C(C1)F)OCC(F)F)OC